(3-bromo-4-(2-((tert-butyldimethylsilyl)oxy)propan-2-yl)phenyl)boronic acid BrC=1C=C(C=CC1C(C)(C)O[Si](C)(C)C(C)(C)C)B(O)O